C1(CC1)[C@H](C)N1C(C2=C(C=C(C=C2C1)C1=CC(=NC=C1)C=1NC(=C(N1)C)C(=O)NC(C)C)S(=O)(=O)C)=O (S)-2-(4-(2-(1-Cyclopropylethyl)-7-(methylsulfonyl)-1-oxoisoindolin-5-yl)pyridin-2-yl)-N-isopropyl-4-methyl-1H-imidazole-5-carboxamide